FC=1C=C(C=NC1OC)CN1C2CN(CC1C2)C2=CC=C(C=N2)C=2C=1N(C=C(C2)OCC23CC(C2)(C3)O)N=CC1C#N 4-(6-(6-((5-Fluoro-6-methoxypyridin-3-yl)methyl)-3,6-diazabicyclo[3.1.1]heptan-3-yl)pyridin-3-yl)-6-((3-hydroxybicyclo[1.1.1]pentan-1-yl)methoxy)pyrazolo[1,5-a]pyridine-3-carbonitrile